N-[(3S)-3-Aminopyrrolidin-1-yl]sulfonyl-6-(2-fluoro-4-methylphenyl)-2-[(4S)-2,2,4-trimethylpyrrolidin-1-yl]pyridin-3-carboxamid N[C@@H]1CN(CC1)S(=O)(=O)NC(=O)C=1C(=NC(=CC1)C1=C(C=C(C=C1)C)F)N1C(C[C@@H](C1)C)(C)C